3-(3-((6-((3-methyl-4-(2,2,2-trifluoroethoxy)pyridin-2-yl)methoxy)pyridin-3-yl)methyl)isoxazol-5-yl)pyridin-2-amine CC=1C(=NC=CC1OCC(F)(F)F)COC1=CC=C(C=N1)CC1=NOC(=C1)C=1C(=NC=CC1)N